NC1=NC=2C=CC(=CC2C2=C1C=NN2C)C(=O)N(CC2=CC=C(C=C2)C#C)C2CC2 4-amino-N-cyclopropyl-N-(4-ethynylbenzyl)-1-methyl-1H-pyrazolo[4,3-c]quinoline-8-carboxamide